C(C1=CC=CC=C1)OC(=O)N1CCC(CC1)N1CC(C1)C(=O)OC(C)(C)C 4-{3-[(tert-butoxy)carbonyl]Azetidin-1-yl}piperidine-1-carboxylic acid benzyl ester